6-methoxy-2-methyl-3-((5-(trifluoromethyl)pyridin-2-yl)methyl)naphthalene-1,4-dione COC=1C=C2C(C(=C(C(C2=CC1)=O)C)CC1=NC=C(C=C1)C(F)(F)F)=O